ClC1=NC=C(C(=N1)NC1CCC2(CC2)CC1)C(=O)O 2-chloro-4-(spiro[2.5]octane-6-ylamino)pyrimidine-5-carboxylic acid